ClC=1C2=C(N=CN1)N(C=C2C2CCCC2)[C@H]2C[C@@H]([C@H](O2)COC2=CC=C1C=CC(=NC1=C2)N(C)CC2=C(C=C(C=C2)OC)OC)O (2R,3S,5R)-5-(4-chloro-5-cyclopentyl-7H-pyrrolo[2,3-d]pyrimidin-7-yl)-2-{[(2-{[(2,4-dimethoxyphenyl)methyl](methyl)amino}quinolin-7-yl)oxy]methyl}oxolan-3-ol